N[C@@H](CCC(=O)O)C(=O)O.N(=NC1=CC=CC=C1)C1=CC=CC=C1 azobenzene-glutamate